tert-butyl 4-(6-(4-methoxyphenyl)pyrazolo[1,5-a]pyridin-3-yl)piperazine-1-carboxylate COC1=CC=C(C=C1)C=1C=CC=2N(C1)N=CC2N2CCN(CC2)C(=O)OC(C)(C)C